CC1=CC(=NO1)C(C)(C#C)O 2-(5-Methyl-isoxazol-3-yl)but-3-yn-2-ol